C(C)(C)(C)OC(NC1=C(C2=C(S1)C(=CC=C2B2OCC(CO2)(C)C)F)C#N)=O tert-butyl(3-cyano-4-(5,5-dimethyl-1,3,2-dioxaborinan-2-yl)-7-Fluorobenzo[b]thiophen-2-yl)carbamate